[S].O Water Sulfur